Ethyl 3-[2-(dimethylamino)-ethyl]indole-1-carboxylate CN(CCC1=CN(C2=CC=CC=C12)C(=O)OCC)C